C(C1=CC=CC=C1)C=1C(=CNC1Cl)S(=O)(=O)Cl 4-benzyl-5-chloro-1H-pyrrole-3-sulfonyl chloride